O=C1NC(CC[C@@H]1N1C(C=2C=C3C(=CC2C1=O)CC1(C3)CNC1)=O)=O (S)-2'-(2,6-Dioxopiperidin-3-yl)-5',7'-dihydro-1'H-spiro[azetidine-3,6'-cyclopenta[f]isoindole]-1',3'(2'H)-dione